N'-((3,6-dimethyl-2-(trifluoromethyl)-6,7-dihydro-5H-cyclopenta[b]pyridin-4-yl)carbamoyl)-1-ethyl-4-fluoro-1H-pyrazole-3-sulfonimidamide CC=1C(=C2C(=NC1C(F)(F)F)CC(C2)C)NC(=O)N=S(=O)(N)C2=NN(C=C2F)CC